E-2-nonanal CC(CCCCCCC)=O